methyl (1R,4R)-4-(7-methoxy-2-methyl-4-(((R)-1-(4-(2-((methylamino)methyl)phenyl)thiophen-2-yl)ethyl)amino)quinazolin-6-yl)cyclohexane-1-carboxylate COC1=C(C=C2C(=NC(=NC2=C1)C)N[C@H](C)C=1SC=C(C1)C1=C(C=CC=C1)CNC)C1CCC(CC1)C(=O)OC